2-((2-Bromophenyl)amino)-6-(trifluoromethyl)nicotinamide BrC1=C(C=CC=C1)NC1=C(C(=O)N)C=CC(=N1)C(F)(F)F